FC1=C(C(=CC=C1)C)N1CCC(CC1)N1C(N(C=2C([C@@H]1C)=CN(N2)C)CC2=NC=CC=C2C(F)(F)F)=O (S)-5-[1-(2-Fluoro-6-methyl-phenyl)-piperidin-4-yl]-2,4-dimethyl-7-(3-trifluoromethyl-pyridin-2-ylmethyl)-2,4,5,7-tetrahydro-pyrazolo[3,4-d]pyrimidin-6-on